ClCC1=CC=CS1.[Cl] chlorine 5-chloromethyl-thiophene